ClCC1=CC=C(C=C1)C1(CCC1)O 1-(4-(chloromethyl)phenyl)cyclobutanol